ClC1=C(C=CC=C1)C1=NSC(=C1C1CC1)C(=O)NC1=CC(=NC=C1)C(F)(F)F 3-(2-chlorophenyl)-4-cyclopropyl-N-[2-(trifluoromethyl)pyridin-4-yl]-1,2-thiazole-5-carboxamide